O.CC1=CC=C(C=C1)S(=O)(=O)O 4-methylbenzene-1-sulfonic acid monohydrate